5-bromo-4-methyl-2-pyrimidinecarbonitrile BrC=1C(=NC(=NC1)C#N)C